C(CCC(=O)O)(=O)O.NC1=C(C=2C[C@H]3C[C@H](CN([C@@H]3CC2S1)C)C(=O)N(C(=O)NCCN(C)C)CCC)C#N 1-{[(4aR,6R,8aR)-2-amino-3-cyano-8-methyl-4,4a,5,6,7,8,8a,9-octahydrothieno[3,2-g]quinolin-6-yl]carbonyl}-3-[2-(dimethylamino)ethyl]-1-propylurea monosuccinate